COCCOC1=CC2=C(N(C=N2)C2=NC3=C(C=CC=C3C=C2)NC2CCNCC2)C=C1 2-[5-(2-methoxy-ethoxy)-benzoimidazole-1-yl]-quinoline-8-yl-piperidine-4-ylamine